8-(2-Chloro-4-fluorophenyl)-2,4-difluoro-9-(4-((1-(3-fluoropropyl)azetidin-3-yl)methyl)phenyl)-6,7-dihydro-5H-benzo[7]annulen ClC1=C(C=CC(=C1)F)C=1CCCC2=C(C1C1=CC=C(C=C1)CC1CN(C1)CCCF)C=C(C=C2F)F